6-allyl-N-(1,2,3,4-tetrahydroquinolin-7-yl)-6H-pyrido[2,3-c]pyrimido[4,5-e][1,2]thiazin-2-amine 5,5-dioxide C(C=C)N1S(C2=C(C3=C1N=CC=C3)N=C(N=C2)NC2=CC=C3CCCNC3=C2)(=O)=O